CCCCCCCCC(CC)C(=O)OC(C)(C)C Tert-butyl undecane-9-carboxylate